(benzyloxy)-2-(difluoromethyl)-N-[(5-oxopyrrolidin-2-yl)methyl]-1-benzothiophene-3-carboxamide C(C1=CC=CC=C1)OC1=CC=CC2=C1C(=C(S2)C(F)F)C(=O)NCC2NC(CC2)=O